FC1=C(C=CC=C1)C1=CC=NC(=C1C(=O)OC(C)(C)C)C1CCOCC1 tert-butyl 4-(2-fluorophenyl)-2-(tetrahydro-2H-pyran-4-yl)nicotinate